5-(2,6-dimethylphenyl)-22-methyl-9,9-dioxo-2-oxa-9λ6-thia-6,8,15,25-tetrazatetracyclo[17.3.1.13,7.110,14]pentacosa-1(22),3,5,7(25),10(24),11,13,19(23),20-nonaen-16-one CC1=C(C(=CC=C1)C)C=1C=C2OC3=C(C=CC(CCC(NC4=CC=CC(S(NC(N1)=N2)(=O)=O)=C4)=O)=C3)C